7-amino-N-(2-{3-amino-4-[(1-methoxypropan-2-yl)oxy]pyrrolidin-1-yl}-4-fluoro-5,6,7,8-tetrahydroquinolin-6-yl)-3-methylthieno[2,3-b]pyrazine-6-carboxamide NC1=C(SC2=NC(=CN=C21)C)C(=O)NC2CC=1C(=CC(=NC1CC2)N2CC(C(C2)OC(COC)C)N)F